C1C=NC2=C1C1=CC=CC=C1C=C2 1H-naphthazole